2-(pyridin-3-yl)-1-azabicyclo[3.2.1]octane N1=CC(=CC=C1)C1N2CCC(CC1)C2